FC=1C=C(C=CC1F)[C@H](C)NC(=O)C1=NC(=CN=C1N[C@H](C)C=1C=NC(=CC1)C=1C=C2C(=NC1)NN=C2N)C#N 3-{(R)-1-[6-(3-Amino-1H-pyrazolo[3,4-b]pyridin-5-yl)-pyridin-3-yl]-ethylamino}-6-cyano-pyrazine-2-carboxylic acid [(S)-1-(3,4-difluoro-phenyl)-ethyl]-amide